ClC(C(C(F)F)(F)F)(F)Cl 1,1-dichloro-1,2,2,3,3-pentafluoropropane